tert-butyl (3-(cyanomethyl)bicyclo[1.1.1]pentan-1-yl)(methyl)carbamate C(#N)CC12CC(C1)(C2)N(C(OC(C)(C)C)=O)C